C(=C)C1=NC(=NO1)C=1C=C(C=CC1)C(C(=O)Cl)C(=O)Cl 2-(3-(5-vinyl-1,2,4-oxadiazol-3-yl)phenyl)malonyl chloride